C1(CCCCC1)C1=CC=C2C=C(C(NC2=C1)=O)C(=O)O 7-cyclohexyl-2-oxo-1,2-dihydroquinoline-3-carboxylic acid